NC=1C=2N(C=CN1)C(=CN2)CCC=2C(=C(C=CC2F)NS(=O)(=O)C=2C(=NC=C(C2)Cl)OC)F N-[3-(2-[8-aminoimidazo[1,2-a]pyrazin-3-yl]ethyl)-2,4-difluorophenyl]-5-chloro-2-methoxypyridine-3-sulfonamide